1-(3-cyano-1H-indazol-5-yl)-1H-pyrazole-4-carboxylic acid ethyl ester C(C)OC(=O)C=1C=NN(C1)C=1C=C2C(=NNC2=CC1)C#N